[C@H]12CN(C[C@H](CC1)N2)C=2C1=C(N=C(N2)OC[C@]23CCCN3C[C@@H](C2)F)C(=C(N=C1)C1=CC(=CC2=CC=CC(=C12)Cl)O)F 4-(4-((1R,5S)-3,8-diazabicyclo[3.2.1]octan-3-yl)-8-fluoro-2-(((2R,7aS)-2-fluorotetrahydro-1H-pyrrolizin-7a(5H)-yl)methoxy)pyrido[4,3-d]pyrimidin-7-yl)-5-chloronaphthalen-2-ol